2-(3,5-dichloro-1-methyl-1H-indol-4-yl)acetic acid ClC1=CN(C2=CC=C(C(=C12)CC(=O)O)Cl)C